(1S,4R)-4-((2-(((3R,4S)-3-Fluorotetrahydro-2H-pyran-4-yl)amino)-5-nitropyrimidin-4-yl)amino)cyclohexanecarboxamide F[C@H]1COCC[C@@H]1NC1=NC=C(C(=N1)NC1CCC(CC1)C(=O)N)[N+](=O)[O-]